(S)-((1-(benzyloxy)propan-2-yl)oxy)trimethylsilane C(C1=CC=CC=C1)OC[C@H](C)O[Si](C)(C)C